N-(5,6-difluoro-1H-indol-3-yl)-6-(trifluoromethyl)pyridine-3-sulfonamide FC=1C=C2C(=CNC2=CC1F)NS(=O)(=O)C=1C=NC(=CC1)C(F)(F)F